N-(2-(hydroxy(phenyl)methyl)-4-methoxyphenyl)-4-methylbenzenesulfonamide OC(C1=C(C=CC(=C1)OC)NS(=O)(=O)C1=CC=C(C=C1)C)C1=CC=CC=C1